amino-2-hydroxy-cyclohexane NC1C(CCCC1)O